N-(1-benzyl-7-chloro-1,2,3,4-tetrahydro-1,8-naphthyridin-4-yl)-2-methylpropane-2-sulfinamide C(C1=CC=CC=C1)N1CCC(C2=CC=C(N=C12)Cl)NS(=O)C(C)(C)C